O1CCC(CC1)OCCOC1=CC=C(OC2=C(C=C3C=NN(C3=C2)C([2H])([2H])[2H])C(=O)N)C=C1 6-[4-(2-tetrahydropyran-4-yloxyethoxy)phenoxy]-1-(trideuteriomethyl)indazole-5-carboxamide